ClC(Cl)(Cl)OC(OC(Cl)(Cl)Cl)=O.C(=O)(Cl)Cl phosgene bis(trichloromethyl)carbonate